tantalum tungsten titanium [Ti].[W].[Ta]